ethyl 5-(tert-butoxycarbonylamino)-5,6-dihydro-4H-cyclopenta[b]thiophene-2-carboxylate C(C)(C)(C)OC(=O)NC1CC2=C(SC(=C2)C(=O)OCC)C1